(19R)-3-ethyl-16-fluoro-10,19-dimethyl-4,20-dioxa-5,9,10,11,23-pentaazapentacyclo[19.3.1.02,6.08,12.013,18]pentacosa-1(24),2,5,8,11,13,15,17,21(25),22-decaen-22-amine C(C)C1=C2C3=CN=C(C(O[C@@H](C4=CC(=CC=C4C4=NN(N=C4CC2=NO1)C)F)C)=C3)N